4-(1-hydroxy-2-(methylamino) ethyl)-1,2-phenylene bis(2,2-dimethylpropanoate) CC(C(=O)OC1=C(C=C(C=C1)C(CNC)O)OC(C(C)(C)C)=O)(C)C